6,6'-{1,4,8-triazacycloundecane-1,8-diylbis[methylene(2-hydroxy-5-methyl-3,1-phenylene)methyleneazanediyl]}di(hexane-1,2,3,4,5-pentol) N1(CCNCCCN(CCC1)CC=1C(=C(C=C(C1)C)CNCC(C(C(C(CO)O)O)O)O)O)CC=1C(=C(C=C(C1)C)CNCC(C(C(C(CO)O)O)O)O)O